CN(C(OC1=CC=C2C(=C(C(OC2=C1)=O)CC1=C(C(=CC=C1)CS(=O)(=O)CC)F)CBr)=O)C 4-(bromomethyl)-3-(3-((ethylsulfonyl)methyl)-2-fluorobenzyl)-2-oxo-2H-chromen-7-yl dimethylcarbamate